C(C)C1(CCC1)C(=O)[O-] 1-ethylcyclobutane-1-carboxylate